stearyl alcohol potassium salt [K].C(CCCCCCCCCCCCCCCCC)O